BrC=1C=2C3=C(NC2C(=CC1F)I)CCSC3 9-bromo-8-fluoro-6-iodo-1,3,4,5-tetrahydrothiopyrano[4,3-b]indole